4-(3-((((1R,3R)-3-amino-cyclohexyl)methyl)amino)-1-(1-methyl-1H-indazol-5-yl)-1H-pyrazol-5-yl)-2-fluorobenzonitrile N[C@H]1C[C@@H](CCC1)CNC1=NN(C(=C1)C1=CC(=C(C#N)C=C1)F)C=1C=C2C=NN(C2=CC1)C